6-(4-amino-2,6-dichlorophenoxy)-2-(3-(trifluoromethoxy)benzyl)-3,4-dihydro-isoquinolin-1(2H)-one NC1=CC(=C(OC=2C=C3CCN(C(C3=CC2)=O)CC2=CC(=CC=C2)OC(F)(F)F)C(=C1)Cl)Cl